O[C@H](C(=O)NO)[C@H](C(=O)N[C@H](C(=O)OC1CCCC1)C1=CC=CC=C1)CC(C)C cyclopentyl (2S)-2-[[(2R)-2-[(1S)-1-hydroxy-2-(hydroxyamino)-2-oxoethyl]-4-methylpentanoyl]amino]-2-phenylacetate